(R)-(8-(2-methoxy-7-methylquinoxalin-5-yl)-6-methyl-2,3-dihydro-[1,4]dioxino[2,3-e]benzofuran-3-yl)methyl (2-methylpyridin-4-yl)carbamate CC1=NC=CC(=C1)NC(OC[C@@H]1OC=2C=C(C3=C(C=C(O3)C3=C4N=CC(=NC4=CC(=C3)C)OC)C2OC1)C)=O